O=C1NC(CCC1C=1C=C(C=C2CNC(C12)=O)C(CCCN1CCN(CC1)C=1C(=CC2=C(C(C=3NC4=CC(=CC=C4C3C2=O)C#N)(C)C)C1)CC)CC#C)=O 8-(4-(4-(7-(2,6-dioxopiperidin-3-yl)-1-oxoisoindolin-5-yl)hept-6-ynyl)piperazin-1-yl)-9-ethyl-6,6-dimethyl-11-oxo-6,11-dihydro-5H-benzo[b]carbazole-3-carbonitrile